C(C)(=O)N1CCC(CC1)CNC1=NC2=CC(=CC(=C2C(N1)=O)F)OCC1CC1 2-(((1-acetylpiperidin-4-yl)methyl)amino)-7-(cyclopropylmethoxy)-5-fluoroquinazolin-4(3H)-one